NC=1C=2N(C3=CC(=C(C=C3N1)F)C(=O)N(C)[C@@H]1COC3=C1C=CC(=C3)[C@H]3[C@@H](C3)C3=NN(C=C3)C(F)F)C=NC2 4-amino-N-((S)-6-((1R,2R)-2-(1-(difluoromethyl)-1H-pyrazol-3-yl)cyclopropyl)-2,3-dihydrobenzofuran-3-yl)-7-fluoro-N-methylimidazo[1,5-a]quinoxaline-8-carboxamide